BrC1=CC(=NC=C1)NC(C(Cl)(Cl)Cl)=O N-(4-bromopyridin-2-yl)-2,2,2-trichloroacetamide